7-(1-methyl-1H-pyrrolo[2,3-b]pyridin-4-yl)-4-((4-(methylsulfonyl)phenyl)amino)-1,2-dihydro-3H-pyrrolo[3,4-c]pyridin-3-one CN1C=CC=2C1=NC=CC2C=2C1=C(C(=NC2)NC2=CC=C(C=C2)S(=O)(=O)C)C(NC1)=O